1,3-Cyclohexadien-1-ylmethanol C1(=CC=CCC1)CO